NC1=NC2=C(C3=CN=CC=C13)C=C(C=C2)C(=O)N([C@@H]2CCC1=CC(=CC=C21)C(F)(F)F)C=2C=NN(C2)C (R)-5-amino-N-(1-methyl-1H-pyrazol-4-yl)-N-(5-(trifluoromethyl)-2,3-dihydro-1H-inden-1-yl)benzo[c][2,6]naphthyridin-9-carboxamide